C(C)(C)(C)C=1N=CC(=NC1)C(C)=O 1-(5-tert-butyl-2-pyrazinyl)ethanone